N-phenyl-N-(pyrrolidin-3-yl)glycine methyl ester COC(CN(C1CNCC1)C1=CC=CC=C1)=O